C(#N)CC1=CC=CC2=C1C=C(O2)C#CC 3-(4-(cyanomethyl)benzofuran-2-yl)prop-2-yn